C(=O)(OC(C)(C)C)C(C(O)([2H])[2H])(OCCN)[2H] Boc-2-(2-aminoethoxy)ethanol-d3